1-Acetyl-4-methyl-3-cyclohexen-1-ol C(C)(=O)C1(CC=C(CC1)C)O